3-(2-chloro-3-((2-(5-((4,6-difluoro-1H-indol-5-yl)oxy)-2-fluorophenyl)-1H-imidazol-5-yl)methyl)phenyl)propanoic acid ClC1=C(C=CC=C1CC1=CN=C(N1)C1=C(C=CC(=C1)OC=1C(=C2C=CNC2=CC1F)F)F)CCC(=O)O